(4R)-4-Cyano-4-methyl-N-[(2-phenyl-1,6-naphthyridin-7-yl)methyl]chromane-6-carboxamide C(#N)[C@@]1(CCOC2=CC=C(C=C12)C(=O)NCC1=NC=C2C=CC(=NC2=C1)C1=CC=CC=C1)C